(1R,4S,9S)-4-isopropyl-10-[[4-(trifluoromethyl)phenyl]methyl]-2-oxa-5,10-diazatricyclo[7.3.0.01,5]dodecan-6-one C(C)(C)[C@H]1CO[C@]23N1C(CC[C@@H]3N(CC2)CC2=CC=C(C=C2)C(F)(F)F)=O